2-(4-fluorophenyl)acetaldehyde FC1=CC=C(C=C1)CC=O